FC=1C=C(C=NC1)[C@H]1N(OCC1)C(=O)[C@@H]1CC[C@H](CC1)CC=1C=C(C=2N(C1)N=CN2)C trans-[(3S)-3-(5-fluoropyridin-3-yl)-1,2-oxazolidin-2-yl]-[4-[(8-methyl-[1,2,4]triazolo[1,5-a]pyridin-6-yl)methyl]cyclohexyl]methanone